C(CCCCCCCCC)C=1C=CC2=C(N=C(O2)NC[C@H]2CN(CC2)C(=O)OCCCC)C1 butyl (S)-3-(((5-decylbenzo[d]oxazol-2-yl)amino)methyl)pyrrolidine-1-carboxylate